tert-Butyl 3-(methoxy(methyl)carbamoyl)-1H-indole-1-carboxylate CON(C(=O)C1=CN(C2=CC=CC=C12)C(=O)OC(C)(C)C)C